N-((1S)-1-{[((1S)-3-chloro-2-oxo-1-{[(3S)-2-oxopyrrolidin-3-yl]methyl}propyl)amino]carbonyl}-3,3-dimethylbutyl)-1H-indole-2-carboxamide ClCC([C@H](C[C@H]1C(NCC1)=O)NC(=O)[C@H](CC(C)(C)C)NC(=O)C=1NC2=CC=CC=C2C1)=O